FC1=C(C=CC(=C1)Cl)NNC(=O)C1=NC=CC=C1 N'-(2-fluoro-4-chlorophenyl)-2-pyridinecarboxylic acid hydrazide